FC=1C=C(C=C2C=CC(=NC12)C1CCOCC1)CN1C[C@H]([C@@H](C1)OC1COC1)OC=1C=C2CN(C(C2=CC1)=O)C1C(NC(CC1)=O)=O 3-(5-(((3R,4R)-1-((8-fluoro-2-(tetrahydro-2H-pyran-4-yl)quinolin-6-yl)methyl)-4-(oxetan-3-yloxy)pyrrolidin-3-yl)oxy)-1-oxoisoindolin-2-yl)piperidine-2,6-dione